COC1=C(C(=CC=C1)OC)N1C(=NN=C1COC)NS(=O)(=O)[C@@H](C)[C@H](C)C1=NC=C(N=C1)OC (2S,3R)-N-(4-(2,6-dimethoxyphenyl)-5-(methoxymethyl)-4H-1,2,4-triazol-3-yl)-3-(5-methoxypyrazin-2-yl)butane-2-sulfonamide